7-(1,4-diazepan-1-yl)-2-(3-methoxyphenyl)-4H-pyrido[1,2-a]pyrimidin-4-one N1(CCNCCC1)C=1C=CC=2N(C(C=C(N2)C2=CC(=CC=C2)OC)=O)C1